3-(3-bromo-2-chlorophenyl)-3-fluoro-1-((2-(trimethylsilyl)ethoxy)methyl)piperidine-2,6-dione BrC=1C(=C(C=CC1)C1(C(N(C(CC1)=O)COCC[Si](C)(C)C)=O)F)Cl